N-(3-(6-(1H-benzo[d]imidazol-2-yl)pyridinoyl)-3-azabicyclo[3.1.0]hex-6-yl)quinoline-2-Formamide N1C(=NC2=C1C=CC=C2)C2=CC=CC(=N2)C(=O)N2CC1C(C1C2)NC(=O)C2=NC1=CC=CC=C1C=C2